COC1=C(C(=O)P(CC(CC(C)(C)C)C)(C(C2=C(C=CC=C2OC)OC)=O)=O)C(=CC=C1)OC Bis(2,6-dimethoxy-benzoyl)-(2,4,4-trimethyl-pentyl)-phosphine oxide